phosphorus 4-(2-Methoxy-6-nitro-phenyl)morpholine COC1=C(C(=CC=C1)[N+](=O)[O-])N1CCOCC1.[P]